2-benzyl 1-(tert-butyl) (2R,4S)-4-((S)-2-((tert-butoxycarbonyl)amino)-3,3-dimethylbutanamido)-2-(4-(4,4,5,5-tetramethyl-1,3,2-dioxaborolan-2-yl)butyl)piperidine-1,2-dicarboxylate C(C)(C)(C)OC(=O)N[C@H](C(=O)N[C@@H]1C[C@@](N(CC1)C(=O)OC(C)(C)C)(C(=O)OCC1=CC=CC=C1)CCCCB1OC(C(O1)(C)C)(C)C)C(C)(C)C